bis-(p-azidobenzoyl)-hexane-diamine N(=[N+]=[N-])C1=CC=C(C(=O)C(C(N)(N)C(C2=CC=C(C=C2)N=[N+]=[N-])=O)CCCC)C=C1